2-amino-8-(2-(4-(4-methoxyphenyl)-2-methylpiperazin-1-yl)ethyl)-4-(5-methylfuran-2-yl)pteridin-7(8H)-one NC1=NC=2N(C(C=NC2C(=N1)C=1OC(=CC1)C)=O)CCN1C(CN(CC1)C1=CC=C(C=C1)OC)C